N-(1-(4-(trifluoromethyl)benzyl)-1H-indol-3-yl)furan-3-carboxamide FC(C1=CC=C(CN2C=C(C3=CC=CC=C23)NC(=O)C2=COC=C2)C=C1)(F)F